(E)-5-(tert-butyl)-N-(4-(3-(4-(4-(dimethylamino)but-2-enyl)-3-methylpiperazin-1-yl)pyridin-4-yl)-2-methylbenzyl)-1,2,4-oxadiazole-3-carboxamide C(C)(C)(C)C1=NC(=NO1)C(=O)NCC1=C(C=C(C=C1)C1=C(C=NC=C1)N1CC(N(CC1)C\C=C\CN(C)C)C)C